1-(4-ethylphenyl)-1H-pyrazol C(C)C1=CC=C(C=C1)N1N=CC=C1